5-(((6-(4-fluorophenyl)-4-((1-(2-(trifluoromethyl)pyrimidin-5-yl)ethyl)amino)quinazolin-8-yl)oxy)methyl)isoxazol-3-ol FC1=CC=C(C=C1)C=1C=C2C(=NC=NC2=C(C1)OCC1=CC(=NO1)O)NC(C)C=1C=NC(=NC1)C(F)(F)F